(1-(cyclopropylsulfonyl)-1H-pyrazol-4-yl)-N-(4-(4-methoxypiperidin-1-yl)-5-((1-(tetrahydro-2H-pyran-4-yl)-1H-pyrazol-4-yl)ethynyl)pyridin-2-yl)pyrimidin-4-amine C1(CC1)S(=O)(=O)N1N=CC(=C1)C1=NC=CC(=N1)NC1=NC=C(C(=C1)N1CCC(CC1)OC)C#CC=1C=NN(C1)C1CCOCC1